N-(2-((tributylstannyl)methoxy)propyl)methanimine C(CCC)[Sn](CCCC)(CCCC)COC(CN=C)C